Ethyl 2-hydroxy-4-(2-(4-methyl-1H-imidazol-1-yl)acetamido)benzoate OC1=C(C(=O)OCC)C=CC(=C1)NC(CN1C=NC(=C1)C)=O